3-[[5-(4-Chloro-2-hydroxy-6-methyl-phenyl)oxazolo[4,5-b]pyridin-2-yl]amino]-1-ethyl-piperidin-4-ol ClC1=CC(=C(C(=C1)C)C1=CC=C2C(=N1)N=C(O2)NC2CN(CCC2O)CC)O